BrC1=C(C=NC=2NC=3CC(NC(C3C(C21)(C2=CC=CC=C2)C)=O)(C)C)I 4-bromo-3-iodo-5,8,8-trimethyl-5-phenyl-5,8,9,10-tetrahydropyrido[2,3-b][1,6]naphthyridin-6(7H)-one